[Si](C)(C)(C(C)(C)C)OC1=CC=C(C=C1)NC=1C=NN(C1CCCOC1OCCCC1)C N-(4-[[tert-butyl(dimethyl)silyl]oxy]phenyl)-1-methyl-5-[3-(tetrahydro-2H-pyran-2-yloxy)propyl]-1H-pyrazol-4-amine